C(#N)C1(CCN(CC1)C(=O)OC(C)(C)C)CC1=C(C=C(C=C1F)F)F tert-butyl 4-cyano-4-(2,4,6-trifluorobenzyl)piperidine-1-carboxylate